[N+](=O)([O-])CCC(CC)=O nitropropione